4-(((1-Acryloyl-2-(trifluoromethyl)piperidin-3-yl)methyl)amino)-1H-pyrrolo[2,3-b]pyridine C(C=C)(=O)N1C(C(CCC1)CNC1=C2C(=NC=C1)NC=C2)C(F)(F)F